C(C=C)(=O)OC[C@H](N)C(=O)O O-acryloyl-L-serine